2-((2-(2,6-dioxopiperidin-3-yl)-1,3-dioxoisoindolin-5-yl)oxy)-N-(2-hydroxyethyl)acetamide O=C1NC(CCC1N1C(C2=CC=C(C=C2C1=O)OCC(=O)NCCO)=O)=O